(E)-4-(3,5-dimethoxybenzylidene)-5-methyl-2-phenyl-2,4-dihydro-3H-pyrazol-3-one COC=1C=C(\C=C/2\C(N(N=C2C)C2=CC=CC=C2)=O)C=C(C1)OC